methyl 4-(5-(2-(2-aminopyridin-3-yl)-5-phenyl-3H-imidazo[4,5-b]pyridin-3-yl)picolinamido)-3-methylbenzoate NC1=NC=CC=C1C1=NC=2C(=NC(=CC2)C2=CC=CC=C2)N1C=1C=CC(=NC1)C(=O)NC1=C(C=C(C(=O)OC)C=C1)C